2-(2-fluoropyridin-4-yl)[1,2,4]triazolo[1,5-c]quinazolin FC1=NC=CC(=C1)C1=NN2C=NC=3C=CC=CC3C2=N1